C(C)OC=1C=C(C=2N(C1)N=CC2C#N)C=2C=NC(=CC2)N2CCN(CC2)C([C@H](C2=CC=CC=C2)O)=O (S)-6-ethoxy-4-(6-(4-(2-hydroxy-2-phenylacetyl)piperazin-1-yl)pyridin-3-yl)pyrazolo[1,5-a]pyridine-3-carbonitrile